OC1=CC=CC=2C1=CC=1C=CC3=CC=CC=4C=CC2C1C34 7-hydroxybenzo[a]Pyrene